NC1=C(C(=NC(=N1)N1CCC2(CC1)[C@@H](C1=C(C=NC=C1)C2)N)C#N)C2=C(C(=CC=C2)Cl)Cl 6-Amino-2-((S)-5-amino-5,7-dihydro-spiro[cyclopenta[c]pyridin-6,4'-piperidin]-1'-yl)-5-(2,3-dichlorophenyl)pyrimidine-4-carbonitrile